[C@H]12CNC[C@H](CC1)N2C2=NC(=NC=1C[C@@]3(CCC21)CC2=CC=CC=C2CC3)OC[C@H]3N(CCC3)C(C)C (S)-4'-((1R,5S)-3,8-diazabicyclo[3.2.1]octan-8-yl)-2'-(((S)-1-isopropylpyrrolidin-2-yl)methoxy)-3,4,5',8'-tetrahydro-1H,6'H-spiro[naphthalene-2,7'-quinazoline]